NC=1N=C(C=C2C=CN=CC12)N1C(CCC1)CC 8-amino-6-(2-ethylpyrrolidine-1-yl)-2,7-naphthyridine